2,6-dimethyl-3-ethyl-4-ethoxyphenol CC1=C(C(=CC(=C1CC)OCC)C)O